C1(CC1)C1CN(CC1)CC1=CC(=NC=C1C)C=1C=C2CN(C(C2=CC1)=O)C1C(NC(CC1)=O)=O 3-(5-(4-((3-cyclopropylpyrrolidin-1-yl)methyl)-5-methylpyridin-2-yl)-1-oxoisoindolin-2-yl)piperidine-2,6-dione